O=C1NC(CCC1N1C(C2=CC=C(C=C2C1=O)N1CC2CN(CC2C1)CCCOC1=CC=C(C=C1)\C(=C(\CC)/C1=CC=CC=C1)\C1=CC=C(C=C1)O)=O)=O (Z)-2-(2,6-dioxopiperidin-3-yl)-5-(5-(3-(4-(1-(4-hydroxyphenyl)-2-phenylbut-1-en-1-yl)phenoxy)propyl)hexahydropyrrolo[3,4-c]pyrrol-2(1H)-yl)isoindoline-1,3-dione